N-((1S,2R)-2-(6-fluoro-2,3-dimethylphenyl)-1-(5-oxo-4,5-dihydro-1,3,4-oxadiazol-2-yl)propyl)-3-oxo-3,4-dihydro-2H-benzo[b][1,4]oxazine-5-sulfonamide FC1=CC=C(C(=C1[C@H]([C@@H](C=1OC(NN1)=O)NS(=O)(=O)C1=CC=CC=2OCC(NC21)=O)C)C)C